BrC=1C=C2C=NC(=NC2=CC1)N[C@H]1C[C@H](CCC1)N(C)C |r| rac-(1R,3S)-N1-(6-bromoquinazolin-2-yl)-N3,N3-dimethylcyclohexane-1,3-diamine